C[Si](CCN1C(=NC=C1)C1=CC=C(C=C1)N1CCNCC1)(C)C 1-(4-(1-(2-(trimethylsilyl)ethyl)-1H-imidazol-2-yl)phenyl)piperazine